(2S)-4-(7-(2-((tert-Butoxycarbonyl)amino)-7-fluorobenzo[d]thiazol-4-yl)-6-chloro-3-cyano-8-fluoroquinolin-4-yl)-2-(cyanomethyl)piperazine-1-carboxylic acid benzyl ester C(C1=CC=CC=C1)OC(=O)N1[C@H](CN(CC1)C1=C(C=NC2=C(C(=C(C=C12)Cl)C1=CC=C(C2=C1N=C(S2)NC(=O)OC(C)(C)C)F)F)C#N)CC#N